S1C=NC2=C1C=C(C=C2)\C=C\2/N=C(NC2=O)N[C@H]2COC(CC2)(C)C |r| (±)-(4Z)-4-(1,3-benzothiazol-6-ylmethylene)-2-[(6,6-dimethyltetrahydropyran-3-yl)amino]-1H-imidazol-5-one